CN1N=CC(=C1)C1=CC(=CC=N1)N1C[C@H](NCC1)C (R)-6-(1-methyl-1H-pyrazol-4-yl)-4-(3-methylpiperazin-1-yl)pyridine